ClC1=C(C=C(C=C1)F)[C@H]1C=2N([C@@H](C(N1)=O)CN1CCNCC1)C(=NC2NC(=O)C2=NSC1=C2C=CC=C1)C(NC)=O N-((5R,8S)-8-(2-chloro-5-fluorophenyl)-3-(methylcarbamoyl)-6-oxo-5-(piperazin-1-ylmethyl)-5,6,7,8-tetrahydroimidazo[1,5-a]pyrazin-1-yl)benzo[d]isothiazole-3-carboxamide